N-methyl-3-(1-methylimidazol-4-yl)-4-[[5-(trifluoromethyl)-2-pyridyl]methylamino]benzenesulfonamide CNS(=O)(=O)C1=CC(=C(C=C1)NCC1=NC=C(C=C1)C(F)(F)F)C=1N=CN(C1)C